N-(3-chloro-4-iodopyridin-2-yl)-N-(propylsulfonyl)propane-1-sulfonamide 3-(Perfluoro-5-methyl-hexyl)-2-hydroxypropyl-methacrylate FC(C(C(C(C(C(F)(F)F)(C(F)(F)F)F)(F)F)(F)F)(F)F)(CC(COC(C(=C)C)=O)O)F.ClC=1C(=NC=CC1I)N(S(=O)(=O)CCC)S(=O)(=O)CCC